CC1(N(CCC(C1)C(C(=O)OC)N)C(=O)[O-])CCC 2-methyl-2-propyl-4-(1-amino-2-methoxy-2-oxoethyl)-1-piperidinecarboxylate